Methylene-bis(6-(2H-benzotriazol-2-yl)-4-(1,1,3,3-tetramethylbutyl)phenol) C(C1=C(C(=CC(=C1)C(CC(C)(C)C)(C)C)N1N=C2C(=N1)C=CC=C2)O)C2=C(C(=CC(=C2)C(CC(C)(C)C)(C)C)N2N=C1C(=N2)C=CC=C1)O